3-methyl-N-(trifluoroacetyl)-L-valine CC([C@H](NC(C(F)(F)F)=O)C(=O)O)(C)C